ClC=1C=CC2=C(N=C(O2)C2CC3(CC(C3)NC(=O)C=3OC(=CC3)[S@@](=O)(=N)CC3CC3)C2)C1 (Sa)-N-[6-(5-Chloro-1,3-benzoxazol-2-yl)spiro[3.3]heptan-2-yl]-5-[(R)-cyclopropylmethylsulfonimidoyl]furan-2-carboxamide